5-(2-chlorophenyl)-1-(2-hydroxyethyl)-7-(trifluoromethyl)-1,5-dihydro-4H-imidazo[4,5-c][1,8]Naphthyridin-4-one ClC1=C(C=CC=C1)N1C(C2=C(C=3C=CC(=NC13)C(F)(F)F)N(C=N2)CCO)=O